C(C)OC(=O)[C@H]1C2CCC([C@@H]1N)CC2 (2S,3S)-3-amino-bicyclo[2.2.2]octane-2-carboxylic acid ethyl ester